O=C1NC(CCC1N1C(C2=CC=C(C=C2C1)O[C@H]1[C@H](CCCC1)NCC1=C(C#N)C=CC=C1)=O)=O 2-((((1S,2R)-2-((2-(2,6-dioxopiperidin-3-yl)-1-oxoisoindolin-5-yl)oxy)cyclohexyl)amino)methyl)benzonitrile